BrC=1C=C2C(=NC1)SC(=C2)C(=O)NC2=CC(=NN2C)C(F)(F)F 5-bromo-N-[1-methyl-3-(trifluoromethyl)-1H-pyrazol-5-yl]thieno[2,3-b]pyridine-2-carboxamide